C(C)(C)(C)OC(\C=C\C1=C(C2=C(N(N=N2)C)C(=C1)OCC1=CC=CC=C1)C)=O (2E)-3-[7-(phenylmethyloxy)-1,4-dimethyl-1H-benzotriazol-5-yl]prop-2-enoic acid tert-butyl ester